tertiary butyl glyceryl ether C(C(O)CO)OC(C)(C)C